4-(2-Chloro-5-methylpyrimidin-4-yl)benzoic Acid ClC1=NC=C(C(=N1)C1=CC=C(C(=O)O)C=C1)C